BrC1=CC=C(C=C1)C[C@@H](C(N1[C@@H](CCC1)C(=O)N1C[C@H](OCC1)C1=CC=CC=C1)=O)NC(=O)C1=CC2=C(S1)C=CC(=C2)C(F)(F)P(O)(O)=O ((2-(((S)-3-(4-bromophenyl)-1-oxo-1-((S)-2-((R)-2-phenylmorpholine-4-carbonyl)pyrrolidin-1-yl)propan-2-yl)carbamoyl)benzo[b]thiophen-5-yl)difluoromethyl)phosphonic acid